tert-butyl 4-(3-oxo-3,4-dihydroquinoxalin-2-yl)piperidine-1-carboxylate O=C1C(=NC2=CC=CC=C2N1)C1CCN(CC1)C(=O)OC(C)(C)C